C1(=CC=CC=C1)C1=CC=C(N=N1)NC1CC(CCC1)C(=O)O 3-((6-phenylpyridazin-3-yl)amino)cyclohexane-1-carboxylic acid